(S)-5-((R)-2-hydroxybutanoyl)-N-((S)-3-oxo-1-((S)-2-oxopyrrolidin-3-yl)-4-(trifluoromethoxy)butan-2-yl)-5-azaspiro[2.4]heptane-6-carboxamide O[C@@H](C(=O)N1CC2(CC2)C[C@H]1C(=O)N[C@@H](C[C@H]1C(NCC1)=O)C(COC(F)(F)F)=O)CC